1-Heptadecanoyl-2-hydroxy-sn-glycero-3-phosphorylcholine C(CCCCCCCCCCCCCCCC)(=O)OC[C@@H](OO)COP(=O)(O)OCC[N+](C)(C)C